2-chloro-4-(4-methoxypiperidin-1-yl)-6-(methylsulfonyl)pyridine ClC1=NC(=CC(=C1)N1CCC(CC1)OC)S(=O)(=O)C